ClC1=CC(=C(N=N1)OC1=CC(=CC=C1)C(F)(F)F)C(=NO)NC(CC1=C(C=C(C=C1)C)C)CCl 6-chloro-N-[1-(chloromethyl)-2-(2,4-dimethylphenyl)ethyl]-N'-hydroxy-3-[3-(trifluoro-methyl)phenoxy]pyridazine-4-carboxamidine